C(C1=CC=CC=C1)OC1=CC=C2C(=C(C=NC2=C1)C(O)C1=CC=C(C=C1)F)Cl (7-(benzyloxy)-4-chloroquinolin-3-yl)(4-fluorophenyl)methanol